N-(5-(1-(1-Acetylpiperidin-4-yl)-7'-fluoro-3'-methyl-2'-oxo-2',3'-dihydrospiro[azetidine-3,1'-pyrrolo[2,3-c]quinolin]-8'-yl)-2-(2-(isopropylamino)ethoxy)pyridin-3-yl)methanesulfonamide C(C)(=O)N1CCC(CC1)N1CC2(C(N(C=3C=NC=4C=C(C(=CC4C32)C=3C=C(C(=NC3)OCCNC(C)C)NS(=O)(=O)C)F)C)=O)C1